BrCCCCCCCC(=O)N[C@H](C(=O)N1[C@@H](C[C@H](C1)O)C(=O)N[C@@H](C)C1=CC=C(C=C1)C1=C(N=CS1)C)C(C)(C)C (2S,4R)-1-[(2S)-2-(8-bromooctanoylamino)-3,3-dimethyl-butanoyl]-4-hydroxy-N-[(1S)-1-[4-(4-methylthiazol-5-yl)phenyl]ethyl]pyrrolidine-2-carboxamide